N1CC(C1)C(=O)N1CCN(CC1)C(=O)C1=C(C=C(C=C1)NC=1C=2N(C=CN1)C(=CN2)C2=CC=C(C=C2)OC(F)F)C [4-(azetidine-3-carbonyl)piperazin-1-yl]-[4-[[3-[4-(difluoromethoxy)phenyl]imidazo[1,2-a]pyrazin-8-yl]amino]-2-methylphenyl]methanone